C1(=CC=C(C=C1)S(=O)(=O)NC1=C(C=C(C=C1)F)C#CC=1C(=CC(=NC1)C(=O)OC)C)C1=CC=CC=C1 methyl 5-[2-(2-{[1,1'-biphenyl]-4-sulfonamido}-5-fluorophenyl)ethynyl]-4-methylpyridine-2-carboxylate